2-([1,1'-biphenyl]-4-yl)-4-chloro-6-(4-(naphthalen-2-yl)phenyl)-1,3,5-triazine C1(=CC=C(C=C1)C1=NC(=NC(=N1)Cl)C1=CC=C(C=C1)C1=CC2=CC=CC=C2C=C1)C1=CC=CC=C1